methyl isonicotinate-N-oxide C(C1=CC=[N+](C=C1)[O-])(=O)OC